4-((2S,5R)-5-Ethyl-4-(1-(4-isopropoxyphenyl)-2-methylpropyl)-2-methylpiperazin-1-yl)-1-methyl-2-oxo-1,2-dihydropyrido[3,2-d]pyrimidine-6-carbonitrile C(C)[C@H]1N(C[C@@H](N(C1)C=1C2=C(N(C(N1)=O)C)C=CC(=N2)C#N)C)C(C(C)C)C2=CC=C(C=C2)OC(C)C